BrC1=C(C=C(C=C1)C1=C(C(=C(C(=C1[2H])[2H])[2H])[2H])[2H])Cl 4-bromo-3-chloro-1,1'-biphenyl-2',3',4',5',6'-d5